N[C@@H](CCO)C(=O)[O-] Homoserinate